C(C)OC(=O)C=1C2=C(N(N1)C1=CC=C(C=C1)CN1CCOCC1)C=1C=CC=C(C1S(C2)(=O)=O)F 6-Fluoro-1-(4-(morpholinomethyl)phenyl)-1,4-dihydrothiochromeno[4,3-c]pyrazole-3-carboxylic acid ethyl ester 5,5-dioxide